C(C)(C)(C)OC(=O)NC1CC(C1)OC1=NC=C(C=C1)F 2-((1s,3s)-3-((tert-butyloxycarbonyl)amino)cyclobutoxy)-5-fluoropyridin